(3R,4S)-3-cyclopropyl-4-methyl-1-[6-(5-methylpyridin-3-yl)pyrazolo[1,5-a]pyrazin-4-yl]-2-oxopyrrolidine-3-carbonitrile C1(CC1)[C@]1(C(N(C[C@H]1C)C=1C=2N(C=C(N1)C=1C=NC=C(C1)C)N=CC2)=O)C#N